4-(4'-carbamoyl-3'-methyl-[1,1'-biphenyl]-4-yl)-1H-1,2,3-triazole-5-carboxylic acid C(N)(=O)C1=C(C=C(C=C1)C1=CC=C(C=C1)C=1N=NNC1C(=O)O)C